5-(piperazin-1-yl)pyrazolo[1,5-a]pyrimidine N1(CCNCC1)C1=NC=2N(C=C1)N=CC2